(benzo[d]thiazole-2-yl)-6-(2-(benzo[d]thiazole-2-yl)-4-methoxyphenoxy)-3-(4-methyl-1H-pyrazol-1-yl)-4-methoxyphenol S1C(=NC2=C1C=CC=C2)C2=C(C(=CC(=C2N2N=CC(=C2)C)OC)OC2=C(C=C(C=C2)OC)C=2SC1=C(N2)C=CC=C1)O